4-iodopentylpropoxymethyl ether IC(CCCC(OCCC)OC(CCCC(C)I)OCCC)C